(2-methoxyethyl)-1H-benzo[d]imidazole-6-carboxylic acid COCCN1C=NC2=C1C=C(C=C2)C(=O)O